FC1=C(C=CC(=C1)F)[C@@H]1N(OCC1)C1=CC(=NC=N1)NC=1C(=CC(=C(C1)NC(C=C)=O)N1CCC(CC1)N1CCN(CC1)CC)OC N-(5-((6-((R)-3-(2,4-difluorophenyl)isoxazolidine-2-yl)pyrimidine-4-yl)amino)-2-(4-(4-ethylpiperazine-1-yl)piperidine-1-yl)-4-methoxyphenyl)acrylamide